6-[(2S,6R)-2-(1-cyclopropylpyrazol-4-yl)-6-methyl-morpholin-4-yl]-8-(2,4-difluorophenyl)-2,3-dimethyl-pyrimido[5,4-d]pyrimidin-4-one C1(CC1)N1N=CC(=C1)[C@H]1CN(C[C@H](O1)C)C=1N=C(C=2N=C(N(C(C2N1)=O)C)C)C1=C(C=C(C=C1)F)F